3-(5-methoxypyridin-2-yl)-5-(trichloromethyl)-1,2,4-oxadiazole COC=1C=CC(=NC1)C1=NOC(=N1)C(Cl)(Cl)Cl